(S)-2-((4-(2-(5-chloropyridin-2-yl)-2-methylbenzo[d][1,3]dioxan-4-yl)piperidin-1-yl)methyl)-1-((1-cyanocyclopropyl)methyl)-1H-thieno[2,3-d]imidazole-5-carboxylic acid ClC=1C=CC(=NC1)[C@]1(OC(C2=C(O1)C=CC=C2)C2CCN(CC2)CC=2N(C1=C(N2)SC(=C1)C(=O)O)CC1(CC1)C#N)C